4-(3'-carboxy-[1,1'-biphenyl]-4-yl)-1H-1,2,3-triazole-5-carboxylic acid C(=O)(O)C=1C=C(C=CC1)C1=CC=C(C=C1)C=1N=NNC1C(=O)O